C(N)(=O)C=1C=2N(C(=NC1NC=1C=C(OCCOCCOCCOCCOCCOCC(=O)OCC)C=C(C1)OC)SC)C=CN2 1-Ethyl 2-[2-[2-[2-[2-[2-[3-[(8-carbamoyl-5-methylsulfanyl-imidazo[1,2-c]pyrimidin-7-yl)amino]-5-methoxy-phenoxy]ethoxy]ethoxy]ethoxy]ethoxy]ethoxy]acetate